CC=1C(=NOC1C1CC1)C1=C(C=CC=C1Cl)Cl methyl-3-(2,6-dichlorophenyl)-5-cyclopropylisoxazole